COC([C@@H](N)CSC)=O S-Methyl-cysteine methyl ester